C1(CC1)S(=O)(=O)N1N=CC(=C1)C1=NC=CC(=N1)NC1=NC=C(C(=C1)NC1CCC(CC1)O)C#CC1(COC1)C (1s,4s)-4-((2-((2-(1-(Cyclopropylsulfonyl)-1H-pyrazol-4-yl)pyrimidin-4-yl)amino)-5-((3-methyl-oxetan-3-yl)ethynyl)pyridin-4-yl)amino)cyclohexan-1-ol